4-(7-(2-amino-7-fluorobenzo[d]thiazol-4-yl)-6-chloro-8-fluoro-2-((tetrahydro-1H-pyrrolizin-7a(5H)-yl)methoxy)quinazolin-4-yl)-6,6-difluoro-1,4-diazepane-1-carbonitrile NC=1SC2=C(N1)C(=CC=C2F)C2=C(C=C1C(=NC(=NC1=C2F)OCC21CCCN1CCC2)N2CCN(CC(C2)(F)F)C#N)Cl